OC1C(NC(N1CC1=C(C=CC=C1)C)=O)=O 5-hydroxy-1-(2-methylbenzyl)hydantoin